ClC=1C=CC(=C2C(N(C(C12)=O)C(CS(=O)(=O)C)C1=NC(=C(C=C1)OC)OCC)=O)NC(C)=O N-(7-chloro-2-(1-(6-ethoxy-5-methoxypyridin-2-yl)-2-(methylsulfonyl)ethyl)-1,3-dioxoisoindolin-4-yl)acetamide